CC=1N=NC=C(C1[C@@H](C)OC=1C=C2C(=NNC2=CC1)C=1C=NC(=C(C1)OC)N1CCCC1)C (R)-5-(1-(3,5-dimethylpyridazin-4-yl)ethoxy)-3-(5-methoxy-6-(pyrrolidin-1-yl)pyridin-3-yl)-1H-indazole